FC=1C(=C(C=CC1)NC1=C(NC2=C1C(NCC2CCCC=O)=O)C2=C(C=NC=C2)OC[C@@H]2CNCCO2)OC 4-(3-[(3-Fluoro-2-methoxyphenyl)amino]-2-{3-[(2S)-morpholin-2-ylmethoxy]pyridin-4-yl}-4-oxo-4,5,6,7-tetrahydro-1H-pyrrolo[3,2-c]pyridin-7-yl)butanal